(R)-N-(3-(1-((2-Amino-5-(1-methyl-1H-pyrazol-4-yl)pyridin-3-yl)oxy)ethyl)phenyl)-4-methyl-3-(methylsulfonyl)benzamid NC1=NC=C(C=C1O[C@H](C)C=1C=C(C=CC1)NC(C1=CC(=C(C=C1)C)S(=O)(=O)C)=O)C=1C=NN(C1)C